N1CCC(CC1)C1CCN(CC1)C1=CC=C(C=C1)C1C(NC(CC1)=O)=O 3-[4-[4-(4-piperidyl)-1-piperidyl]phenyl]piperidine-2,6-dione